N-(2-((2-amino-5-methoxyphenyl)amino)ethyl)cyclohexanecarboxamide NC1=C(C=C(C=C1)OC)NCCNC(=O)C1CCCCC1